ClC1=CC2=C(N(C(=N2)C)C2=NC(=CC(=N2)OC)OC)C=C1 5-chloro-1-(4,6-dimethoxy-pyrimidin-2-yl)-2-methyl-1H-benzo-imidazole